FC=1C=C(C=CC1F)[C@@H]1N(C[C@H](CC1)C)C(C(=O)NC1=NC=CC=C1C(=O)N)=O [[2-[(2R,5S)-2-(3,4-difluorophenyl)-5-methyl-1-piperidyl]-2-oxo-acetyl]amino]pyridine-3-carboxamide